[Li+].N[C@@H](CC(=O)[O-])C(=O)[O-].[Li+] aspartic acid lithium salt